tributoxyphenol C(CCC)OC1=C(C(=C(C=C1)O)OCCCC)OCCCC